NC1=C2C(N(CC2=CC=C1C#N)C1C(NC(CC1)=O)=O)=O 4-amino-2-(2,6-dioxo-3-piperidyl)-3-oxo-isoindoline-5-carbonitrile